(R)-3-((1-ethylpiperidin-3-yl)amino)-6-(2-hydroxy-4-(trifluoromethoxy)phenyl)-4-methyl-1,2,4-triazin-5(4H)-one C(C)N1C[C@@H](CCC1)NC1=NN=C(C(N1C)=O)C1=C(C=C(C=C1)OC(F)(F)F)O